N-(3-(3-cyclopropyl-5-((2-fluoro-4-iodophenyl)amino)-6,8-dimethyl-2,4,7-trioxo-3,4,6,7-tetrahydropyrido[4,3-d]pyrimidin-1(2H)-yl)phenyl)acetamide C1(CC1)N1C(N(C=2C(C1=O)=C(N(C(C2C)=O)C)NC2=C(C=C(C=C2)I)F)C=2C=C(C=CC2)NC(C)=O)=O